F[C@H]1CN(CC[C@H]1OC([2H])([2H])[2H])C1=NC=CC(=N1)N 2-((3s,4r)-3-fluoro-4-(methoxy-d3)piperidin-1-yl)pyrimidin-4-amine